2-cyano-2,3-diisopropylbutanedioic acid di-n-propyl ester C(CC)OC(C(C(C(=O)OCCC)C(C)C)(C(C)C)C#N)=O